C(C)(C)[Si](C(C)C)(C(C)C)C#CC=1C=C(C=C2C=CC=C(C12)O)O 8-((triisopropylsilyl)ethynyl)naphthalene-1,6-diol